4-[5-[3-[2-(4-tert-butoxy-4-oxo-butanoyl)-4-fluoro-6-methoxy-isoindolin-5-yl]oxypropoxy]-4-fluoro-6-methoxy-isoindolin-2-yl]-4-oxo-butanoate C(C)(C)(C)OC(CCC(=O)N1CC2=CC(=C(C(=C2C1)F)OCCCOC=1C(=C2CN(CC2=CC1OC)C(CCC(=O)[O-])=O)F)OC)=O